COC(C1=NC=CC=C1N(C(C(C1=CC=CC=C1)C1=CC=CC=C1)=O)C)=O 3-(N-methyl-2,2-diphenylacetamido)picolinic acid methyl ester